N-phenyl-[1,2'-binaphthalen]-2-amine C1(=CC=CC=C1)NC=1C(=C2C=CC=CC2=CC1)C1=CC2=CC=CC=C2C=C1